FC1=CC(=C(C=C1)C=1C(=NC(=C(C(=O)O)C1O)C)C)CO 5-(4-fluoro-2-(hydroxymethyl)phenyl)-4-hydroxy-2,6-dimethylnicotinic acid